N[C@@H](CCSC)C(=O)N[C@@H](CCSC)C(=O)O Methionylmethionin